5-amino-3-[(1R)-1,2,3,4-tetrahydronaphthalen-1-ylamino]-1,2,4-triazine-6-carboxylic acid ethyl ester C(C)OC(=O)C1=C(N=C(N=N1)N[C@@H]1CCCC2=CC=CC=C12)N